4-Chloro-5-(3-(1-(2-chloro-4-fluorophenyl)-1-methoxyethyl)-5,6-dihydroimidazo[1,2-a]pyrazin-7(8H)-yl)pyridazin-3(2H)-one ClC=1C(NN=CC1N1CC=2N(CC1)C(=CN2)C(C)(OC)C2=C(C=C(C=C2)F)Cl)=O